N-[(1R)-1-[3-amino-5-(trifluoromethyl)phenyl]ethyl]-1-[3-(3-methyltriazol-4-yl)phenyl]-6-oxo-pyridine-3-carboxamide NC=1C=C(C=C(C1)C(F)(F)F)[C@@H](C)NC(=O)C1=CN(C(C=C1)=O)C1=CC(=CC=C1)C=1N(N=NC1)C